tert-butyl 3-((6-(benzyloxy)-7-(1,1-dioxido-4-oxo-1,2,5-thiadiazolidin-2-yl)-8-fluoronaphthalen-2-yl)amino)azetidine-1-carboxylate C(C1=CC=CC=C1)OC=1C=C2C=CC(=CC2=C(C1N1S(NC(C1)=O)(=O)=O)F)NC1CN(C1)C(=O)OC(C)(C)C